4-(4-(4-(2,6-Difluorobenzyl)-5-oxo-4,5-dihydro-1H-1,2,4-triazol-1-yl)-2-fluorophenoxy)-3-(methylamino)benzonitrile FC1=C(CN2C=NN(C2=O)C2=CC(=C(OC3=C(C=C(C#N)C=C3)NC)C=C2)F)C(=CC=C1)F